NC=1C=2N(C3=CC(=CC=C3N1)C(=O)N(C1COC3=C1C=CC(=C3)C(F)(F)F)CC)C=CC2 4-amino-N-ethyl-N-(6-(trifluoromethyl)-2,3-dihydrobenzofuran-3-yl)pyrrolo[1,2-a]quinoxaline-8-carboxamide